(S)-N-(1-(4,4-Difluorocyclohexyl)-2-((4-(1,2-dimethyl-6-oxo-1,6-dihydropyridin-3-yl)phenyl)amino)-2-oxoethyl)-1-methyl-1H-pyrazole-5-carboxamide FC1(CCC(CC1)[C@@H](C(=O)NC1=CC=C(C=C1)C1=C(N(C(C=C1)=O)C)C)NC(=O)C1=CC=NN1C)F